C(C)C1=NNC2=CC=C(C=C12)C1=CN=C2N1N=C(C=C2)N2CCOC1(CC1)C2 7-(3-(3-ethyl-1H-indazol-5-yl)imidazo[1,2-b]pyridazin-6-yl)-4-oxa-7-azaspiro[2.5]octane